N-((1-(4-(6-(Difluoromethyl)imidazo[1,2-b]pyridazin-3-yl)-6-(methylamino)pyridin-2-yl)piperidin-3-yl)methyl)methanesulfonamide FC(C=1C=CC=2N(N1)C(=CN2)C2=CC(=NC(=C2)NC)N2CC(CCC2)CNS(=O)(=O)C)F